BrC1=C(C(=CC(=C1)F)F)I 1-bromo-3,5-difluoro-2-iodo-benzene